CC(=C)C 2-methylpropene